ClC1=NC(=CC=C1)C(Cl)(Cl)Cl L-2-chloro-6-trichloromethylpyridine